(2S)-2-(3,3-diethylureido)-4-((3-fluoro-2-methoxypropyl)(4-(5,6,7,8-tetrahydro-1,8-naphthyridin-2-yl)butyl)amino)butanoic acid C(C)N(C(N[C@H](C(=O)O)CCN(CCCCC1=NC=2NCCCC2C=C1)CC(CF)OC)=O)CC